C(CCC)C1C(=NN(C1(C(=O)NCC1(COC1)OC)C)C1=CC=C(C=C1)C)C1=CC=C(C=C1)F 4-butyl-3-(4-fluorophenyl)-N-((3-methoxyoxetan-3-yl)methyl)-5-methyl-1-(p-tolyl)-4,5-dihydro-1H-pyrazole-5-carboxamide